(5,6-dihydro-[1,4,2]-dioxazine-3-yl)-(2-hydroxyphenyl)-methanone-O-methyl oxime CON=C(C1=C(C=CC=C1)O)C1=NOCCO1